ClC=1C=C(C=CC1COC1=NC(=CC=C1)C1CCNCC1)C(C)=O 1-(3-chloro-4-(((6-(piperidin-4-yl)pyridin-2-yl)oxy)methyl)-phenyl)ethan-1-one